C(#C)[C@]1([C@H](C[C@@H](O1)N1C(NC(C(=C1)F)=O)=O)O)CO 1-((2R,4S,5R)-5-ethynyl-4-hydroxy-5-(hydroxymethyl)tetrahydrofuran-2-yl)-5-fluoropyrimidine-2,4(1H,3H)-dione